alpha-methylolacrylic acid butyl ester C(CCC)OC(C(=C)CO)=O